(R)-3-[(1-acetylpiperidin-4-yl)methyl]-8-(2-chlorophenyl)-7-(4-chlorophenyl)-1-[(2,2-dimethyl-1,3-dioxolan-4-yl)methyl]purine-2,6-dione C(C)(=O)N1CCC(CC1)CN1C(N(C(C=2N(C(=NC12)C1=C(C=CC=C1)Cl)C1=CC=C(C=C1)Cl)=O)C[C@H]1OC(OC1)(C)C)=O